The molecule is an N-acyl-4-hydroxy-15-methylhexadecasphinganine-1-phosphocholine in which the acyl group has 16 carbons and 0 double bonds and is 2-hydroxylated. It derives from a 15-methylhexadecaphytosphingosine. CCCCCCCCCCCCCCC(C(=O)N[C@@H](COP(=O)([O-])OCC[N+](C)(C)C)[C@@H]([C@@H](CCCCCCCCCCC(C)C)O)O)O